2-(6-((5-bromo-2-chloropyrimidin-4-yl)amino)pyridin-2-yl)propan-2-ol BrC=1C(=NC(=NC1)Cl)NC1=CC=CC(=N1)C(C)(C)O